5-chloro-8-((4-fluoro-1-(oxetan-3-yl)-1H-indazol-6-yl)sulfonyl)-3-hydroxyquinazoline-2,4(1H,3H)-dione ClC1=C2C(N(C(NC2=C(C=C1)S(=O)(=O)C1=CC(=C2C=NN(C2=C1)C1COC1)F)=O)O)=O